tert-Butyl (3R)-4-(10-((5-fluoro-2-oxo-4-phenylpyridin-1(2H)-yl)methyl)-10-hydroxy-7-azaspiro[4.5]decane-7-carbonyl)-3-phenylpiperazine-1-carboxylate FC=1C(=CC(N(C1)CC1(CCN(CC12CCCC2)C(=O)N2[C@@H](CN(CC2)C(=O)OC(C)(C)C)C2=CC=CC=C2)O)=O)C2=CC=CC=C2